C(CCC)[C@H]1CS(C2=C(N(C1)C1=CC=C(C=C1)F)C=C(C(=C2)O/C=C/C(=O)O)SCC)(=O)=O (R)-(E)-3-((3-butyl-7-(ethylsulfanyl)-5-(4-fluorophenyl)-1,1-dioxido-2,3,4,5-tetrahydro-1,5-benzothiazepin-8-yl)oxy)acrylic acid